3-(2-cyanopropan-2-yl)-4,5-dimethyl-N-(2-oxo-2-((4-(3-(pyridin-4-yl)phenyl)thiazol-2-yl)amino)ethyl)benzamide C(#N)C(C)(C)C=1C=C(C(=O)NCC(NC=2SC=C(N2)C2=CC(=CC=C2)C2=CC=NC=C2)=O)C=C(C1C)C